5,5-difluoro-6-(4-Fluorophenyl)-3-methyl-3,4-dihydro-2H-pyridine FC1(CC(CN=C1C1=CC=C(C=C1)F)C)F